CN1C(C2=C(CCC1)C=C(C=C2)NC(OC(C)(C)C)=O)=O tert-butyl (2-methyl-1-oxo-2,3,4,5-tetrahydro-1H-benzo[c]azepin-7-yl)carbamate